1-(1,3-thiazol-5-yl)ethanol S1C=NC=C1C(C)O